FC(=C1CCN(CC1)CC1(CC1)CO)F [1-[[4-(Difluoromethylene)-1-piperidinyl]methyl]cyclopropyl]methanol